6-hydrazinyl-N-methylpyridine-3-carboxamide N(N)C1=CC=C(C=N1)C(=O)NC